C(C)N(C1=CC=C2C=C(C=3N(C2=C1)N=NN3)C=O)CC 8-(diethylamino)tetrazolo[1,5-a]quinoline-4-carbaldehyde